3-(1-oxo-5-(piperazin-1-yl-2,2,3,3,5,5,6,6-d8)isoindolin-2-yl)piperidine-2,6-dione O=C1N(CC2=CC(=CC=C12)N1C(C(NC(C1([2H])[2H])([2H])[2H])([2H])[2H])([2H])[2H])C1C(NC(CC1)=O)=O